ClC1=CC=C2C(NC(N(C2=C1)C=1C=C(C(=O)OC)C=CC1)=O)=O methyl 3-(7-chloro-2,4-dioxo-3,4-dihydroquinazolin-1(2H)-yl)benzoate